(1s,4s)-4-(3-bromoanilino)-2'-[2-(pyridin-2-yl)ethyl]-2',3'-dihydrospiro[cyclohexane-1,1'-indene]-4-carboxylic acid BrC=1C=C(NC2(CCC3(C(CC4=CC=CC=C34)CCC3=NC=CC=C3)CC2)C(=O)O)C=CC1